7-[(3S)-3-(morpholin-4-ylmethyl)-1,2,3,4-tetrahydroisoquinoline-2-carbonyl]-1,2,3,4-tetrahydroisoquinoline-2-carboxylic acid 4-carbamoylphenyl ester C(N)(=O)C1=CC=C(C=C1)OC(=O)N1CC2=CC(=CC=C2CC1)C(=O)N1CC2=CC=CC=C2C[C@H]1CN1CCOCC1